N12CCN(C(CC1)C2)CCCCCCCSC2=C1CN(C(C1=CC=C2)=O)C2C(NC(CC2)=O)=O 3-(4-((7-(1,4-diazabicyclo[3.2.1]octan-4-yl)heptyl)thio)-1-oxoisoindolin-2-yl)piperidine-2,6-dione